(S)-N-(1-(4-Fluorobenzyl)pyrrolidin-3-yl)-6-morpholinopyridine-3-sulfonamide FC1=CC=C(CN2C[C@H](CC2)NS(=O)(=O)C=2C=NC(=CC2)N2CCOCC2)C=C1